tert-Butyl 4-(2-(aminomethyl)-6-cyclopropylimidazo[1,2-a]pyridin-8-yl)piperazine-1-carboxylate NCC=1N=C2N(C=C(C=C2N2CCN(CC2)C(=O)OC(C)(C)C)C2CC2)C1